N-((1S)-1-cyclohexyl-2-((2-(((2-fluorophenyl)amino)methyl)-2-(6-oxo-5,7-diazaspiro[2.5]octan-5-yl)-2,3-dihydro-1H-inden-5-yl)amino)-2-oxoethyl)-1-methyl-1H-pyrazole-5-carboxamide C1(CCCCC1)[C@@H](C(=O)NC=1C=C2CC(CC2=CC1)(N1CC2(CC2)CNC1=O)CNC1=C(C=CC=C1)F)NC(=O)C1=CC=NN1C